5-bromo-2-(4-chloro-2-fluorophenyl)chroman-4-one BrC1=C2C(CC(OC2=CC=C1)C1=C(C=C(C=C1)Cl)F)=O